1-(3-(3-(cyclohexylethynyl)-1H-pyrazolo[3,4-b]pyridin-1-yl)azetidin-1-yl)prop-2-en-1-one C1(CCCCC1)C#CC1=NN(C2=NC=CC=C21)C2CN(C2)C(C=C)=O